2-([1,1'-biphenyl]-4-yl)-4-(3'-(9,9-diphenyl-9H-fluoren-2-yl)-[1,1'-biphenyl]-3-yl)-6-phenyl-1,3,5-triazine C1(=CC=C(C=C1)C1=NC(=NC(=N1)C=1C=C(C=CC1)C1=CC(=CC=C1)C1=CC=2C(C3=CC=CC=C3C2C=C1)(C1=CC=CC=C1)C1=CC=CC=C1)C1=CC=CC=C1)C1=CC=CC=C1